{[(3R,6S)-6-{[2-(5-{2-[(3R,5S)-3,5-Dimethylmorpholine-4-carbonyl]-4-fluorophenoxy}pyrimidin-4-yl)-2,7-diazaspiro[3.5]nonan-7-yl]methyl}oxan-3-yl]sulfamoyl}dimethylamine C[C@H]1N([C@H](COC1)C)C(=O)C1=C(OC=2C(=NC=NC2)N2CC3(C2)CCN(CC3)C[C@@H]3CC[C@H](CO3)NS(=O)(=O)N(C)C)C=CC(=C1)F